C1=C2C=CC3=C(C=CC4=C3C3=CC=CC=C3C=C4)C2=CC=C1 dinaphthobenzene